tert-Butyl (NE)-N-[(4S)-4-(3-amino-2-chlorophenyl)-1-(4,4-difluorocyclohexyl)-4-methyl-6-oxohexahydropyrimidin-2-ylidene]carbamate NC=1C(=C(C=CC1)[C@]1(N/C(/N(C(C1)=O)C1CCC(CC1)(F)F)=N\C(OC(C)(C)C)=O)C)Cl